ethyl 3-(aminomethyl)-5-(3-methylbenzyl)-4,5-dihydroisoxazole-5-carboxylate hydrochloride Cl.NCC1=NOC(C1)(C(=O)OCC)CC1=CC(=CC=C1)C